CC(=CCO)CCC=C(CCC=C(C)C)C 3,7,11-trimethyl-2,6,10-dodecanetriene-1-ol